9,9'-(5-(4,6-diphenyl-1,3,5-triazin-2-yl)-1,3-phenylene)bis(3,6-di([1,1'-biphenyl]-2-yl)-9H-carbazole) C1(=CC=CC=C1)C1=NC(=NC(=N1)C1=CC=CC=C1)C=1C=C(C=C(C1)N1C2=CC=C(C=C2C=2C=C(C=CC12)C1=C(C=CC=C1)C1=CC=CC=C1)C1=C(C=CC=C1)C1=CC=CC=C1)N1C2=CC=C(C=C2C=2C=C(C=CC12)C1=C(C=CC=C1)C1=CC=CC=C1)C1=C(C=CC=C1)C1=CC=CC=C1